(4S,4aS,5aR,12aR)-9-[[2-(tert-butylamino)acetyl]amino]-4,7-bis(dimethylamino)-1,10,11,12a-tetrahydroxy-3,12-dioxo-4a,5,5a,6-tetrahydro-4H-tetracene-2-carboxamide C(C)(C)(C)NCC(=O)NC1=CC(=C2C[C@H]3C[C@H]4[C@@H](C(C(=C([C@]4(C(C3=C(C2=C1O)O)=O)O)O)C(=O)N)=O)N(C)C)N(C)C